isopropyl-methyl-fluorophosphoric acid C(C)(C)COP(O)(=O)F